picoline-3-carboxylate N1=C(C(=CC=C1)C(=O)[O-])C